N-(4-chlorophenyl)-N'-(isopropyl)-imidodicarbonimidic diamide ClC1=CC=C(C=C1)NC(=N)N(C(N)=N)C(C)C